pentaerythritol hydroxypropyl-methacrylate OCCCC=C(C(=O)OCC(CO)(CO)CO)C